{1-[(3-{[(1H-benzimidazol-2-yl)methyl]amino}-6-cyclopropyl-1H-pyrazolo[3,4-b]pyrazin-1-yl)methyl]cyclobutyl}methanol N1C(=NC2=C1C=CC=C2)CNC2=NN(C1=NC(=CN=C12)C1CC1)CC1(CCC1)CO